2-bromo-1-(4-methyl-benzenesulfonyl)pyrrole BrC=1N(C=CC1)S(=O)(=O)C1=CC=C(C=C1)C